allyloxyallyl alcohol C(C=C)OC=CCO